NC1=C(C=CC(=C1F)NCC1=CC=C(C=C1)C(F)(F)F)NC(CCCCCC[C@@H](CF)F)=O (8S)-N-(2-Amino-3-fluoro-4-((4-(trifluoromethyl)benzyl)amino)phenyl)-8,9-difluorononanamid